tert-butyl 6-(8-(benzo[d]thiazol-2-ylcarbamoyl)-3,4-dihydroisoquinolin-2(1H)-yl)-3-(1-((3,5-dimethyl-7-(2-(methylamino)ethoxy)adamantan-1-yl)methyl)-5-methyl-1H-pyrazol-4-yl)picolinate S1C(=NC2=C1C=CC=C2)NC(=O)C=2C=CC=C1CCN(CC21)C2=CC=C(C(=N2)C(=O)OC(C)(C)C)C=2C=NN(C2C)CC21CC3(CC(CC(C2)(C3)OCCNC)(C1)C)C